7-(5-(5-(4-acetylpiperazin-1-yl)-1,3,4-thiadiazol-2-yl)-4-(isopropylamino)pyridin-2-yl)pyrrolo[1,2-b]pyridazine-3-carbonitrile C(C)(=O)N1CCN(CC1)C1=NN=C(S1)C=1C(=CC(=NC1)C1=CC=C2N1N=CC(=C2)C#N)NC(C)C